COC=1C(=C2C=CNC2=C(C1)C)CN1[C@@H](CC2(CC(C2)C#N)CC1)C1=CC=C(C=C1)C(=O)N1CC(N(CC1)C)=O (2R,4s,6S)-7-((5-methoxy-7-methyl-1H-indol-4-yl)methyl)-6-(4-(4-methyl-3-oxopiperazine-1-carbonyl)phenyl)-7-azaspiro[3.5]nonane-2-carbonitrile